C(C)[C@](N)(CCC(=O)O)C(=O)O (2s)-α-ethylglutamic acid